N-((2,6-diisopropylphenyl)carbamoyl)-2-(pyrrolidin-2-yl)ethenesulfonamide C(C)(C)C1=C(C(=CC=C1)C(C)C)NC(=O)NS(=O)(=O)C=CC1NCCC1